ClC1=CC(=C(C=C1)C1=C(C=CC(=C1)C)S(=O)(=O)N)CCl [4-chloro-2-(chloromethyl)phenyl]-4-methylbenzenesulfonamide